C(C)(C)C1CCC(CC1)C(C(=O)NC=1C=C2CC(CC2=CC1)(C(=O)OC)N1CC2(CC2)CNC1=O)NC(=O)C1=CC=NN1C methyl 5-(2-(4-isopropylcyclohexyl)-2-(1-methyl-1H-pyrazole-5-carboxamido)acetamido)-2-(6-oxo-5,7-diazaspiro[2.5]octan-5-yl)-2,3-dihydro-1H-indene-2-carboxylate